OCC1=CC=C(C=C1)NC([C@H](CCCNC(=O)N)NC([C@@H](C(C)C)C(C(=O)N)CCCC)=O)=O ((S)-1-(((S)-1-((4-(hydroxymethyl)phenyl)amino)-1-oxo-5-ureidopent-2-yl)amino)-3-methyl-1-oxobutan-2-yl)hexanamide